C(C1=CC=CC=C1)OC=1C(C(=CN2C1C(N1[C@H]([C@H](C[C@@H]([C@H]2C1)OC)F)C)=O)C(=O)NCC1=C(C=C(C=C1F)F)F)=O (3S,4S,6S,7R)-12-(benzyloxy)-4-fluoro-6-methoxy-3-methyl-1,11-dioxo-N-(2,4,6-trifluorobenzyl)-1,4,5,6,7,11-hexahydro-3H-2,7-methanopyrido[1,2-a][1,4]diazonine-10-carboxamide